FC1(CN(C1)C1CCC(CC1)NC(=O)C=1C2=C(N=C(N1)N1C=NC=C1)C=NN2)C N-((1r,4r)-4-(3-fluoro-3-methylazetidin-1-yl)cyclohexyl)-5-(1H-imidazol-1-yl)-1H-pyrazolo[4,3-d]pyrimidine-7-carboxamide